1-(trans-4-(4-(trifluoromethyl)benzyloxy)pyrrolidin-3-yl)-1H-1,2,3-triazole-4-carboxamide FC(C1=CC=C(CO[C@H]2[C@@H](CNC2)N2N=NC(=C2)C(=O)N)C=C1)(F)F